(2-chloro-5-iodopyridin-4-yl)-4-(ethylsulfonyl)piperazine ClC1=NC=C(C(=C1)N1CCN(CC1)S(=O)(=O)CC)I